1,2-bis(4-isocyanato-3-pentadecylphenoxy)ethane N(=C=O)C1=C(C=C(OCCOC2=CC(=C(C=C2)N=C=O)CCCCCCCCCCCCCCC)C=C1)CCCCCCCCCCCCCCC